(E)-3-(2,2-Dimethylchromen-6-yl)-1-[2-hydroxy-4,6-bis(methoxymethoxy)phenyl]prop-2-en-1-one CC1(OC2=CC=C(C=C2C=C1)/C=C/C(=O)C1=C(C=C(C=C1OCOC)OCOC)O)C